(R)-3-((2-(fluoromethyl)piperazin-1-yl)methyl)pyridazine FC[C@@H]1N(CCNC1)CC=1N=NC=CC1